C(C)(C)(C)OC(=O)NN=C(C1=C(C=CC=C1)C(=O)O)CC1=CC(=C(C=C1)F)C#N (3-cyano-4-fluorobenzyl)-(2-carboxyphenyl)-methanone-tert-butoxycarbonylhydrazone